2-phenyl-4-(pyridin-3-yl)thiazole C1(=CC=CC=C1)C=1SC=C(N1)C=1C=NC=CC1